NC(=O)[C@H]1CN(C)[C@@H]2CC3=CNC4=CC=CC(C2=C1)=C34 d-lysergamide